ClC=1C=C(C=2N=C(N=C(C2N1)N)C)N 6-chloro-methylpyrido[3,2-d]pyrimidine-4,8-diamine